2-fluoro-N-(1-((1-methylcyclopropyl)methyl)-6-(N-(1-methylcyclopropyl)sulfamoyl)-2,4-dioxo-1,4-dihydroquinazolin-3(2H)-yl)acrylamide FC(C(=O)NN1C(N(C2=CC=C(C=C2C1=O)S(NC1(CC1)C)(=O)=O)CC1(CC1)C)=O)=C